O=C1N(CCC(N1)=O)C1=NN(C2=CC(=CC=C12)C1CCN(CC1)CC=1C=C(C=CC1C(F)(F)F)S(=O)(=O)N1CCC(CC1)NC(OC(C)(C)C)=O)C tert-Butyl (1-((3-((4-(3-(2,4-dioxotetrahydropyrimidin-1(2H)-yl)-1-methyl-1H-indazol-6-yl)piperidin-1-yl)methyl)-4-(trifluoromethyl)phenyl)sulfonyl)piperidin-4-yl)carbamate